C(C1=CC=CC=C1)(=O)C1=CC=C(C(=O)NCC(=O)N2CC3(OCCO3)C[C@H]2C(=O)O)C=C1 (S)-7-((4-benzoylbenzoyl)glycyl)-1,4-dioxa-7-azaspiro[4.4]nonane-8-carboxylic acid